C(C)(C)(C)C1=CC=C(C=C1)C=1OC(=NN1)C1=CC=C(C=C1)C1=CC=CC=C1 2-(4'-tert-butylphenyl)-5-(4'-biphenylyl)-1,3,4-oxadiazole